2'-chloro-5'-methoxy-6-methyl-N-(5-{2-oxa-6-azaspiro[3.4]octan-6-yl}-[1,3]thiazolo[5,4-d]pyrimidin-2-yl)-[4,4'-bipyridine]-3-carboxamide ClC1=NC=C(C(=C1)C1=C(C=NC(=C1)C)C(=O)NC=1SC=2N=C(N=CC2N1)N1CC2(COC2)CC1)OC